N[C@H](C(=O)N[C@@H](C)C(=O)N[C@@H](C)C(=O)O)CCC(=O)OC ((S)-2-amino-5-methoxy-5-oxopentanoyl)-L-alanyl-L-alanine